OC=1NC2=CC(=CC=C2C1C(=NC1=CC=C(C=C1)N1C(=CC=C1CN1CCN(CC1)C)C)C1=CC=CC=C1)C(=O)OC Methyl 2-hydroxy-3-[N-[4-[2-methyl-5-[(4-methylpiperazin-1-yl)methyl]pyrrol-1-yl]phenyl]-C-phenylcarbonimidoyl]-1H-indole-6-carboxylate